CO[Si](C1=CC=CC=C1)(C)C methoxydimethyl-(phenyl)silane